ClC=1C=C2C(=C(C=NC2=CC1)CN1C(CCC1)=O)C(C)C 1-((6-chloro-4-isopropylquinolin-3-yl)methyl)pyrrolidin-2-one